(3-methacrylamidopropyl)trimethylammonium chloride [Cl-].C(C(=C)C)(=O)NCCC[N+](C)(C)C